cis-guanosine [C@@H]1([C@H](O)[C@H](O)[C@@H](CO)O1)N1C=NC=2C(=O)NC(N)=NC12